CN(CCCC1=CN(C(O1)=O)C(C)C=1C=CC=C2C(=C(NC12)C(=O)O)C1=CC(=C(C=C1)CS(=O)(=O)C)F)C 7-(1-(5-(3-(Dimethylamino)propyl)-2-oxooxazol-3(2H)-yl)ethyl)-3-(3-fluoro-4-((methylsulfonyl)methyl)phenyl)-1H-indole-2-carboxylic acid